(1s,3s)-3-(2-(trifluoromethyl)-1H-benzo[d]imidazol-1-yl)cyclobutan-1-ol FC(C1=NC2=C(N1C1CC(C1)O)C=CC=C2)(F)F